FC(COC1=NC=CC(=N1)C1=CC=2C=NC(=CC2N1)NC(=O)C=1C(=NN(C1)C)C)F N-(2-(2-(2,2-difluoroethoxy)pyrimidin-4-yl)-1H-pyrrolo[3,2-c]pyridin-6-yl)-1-methyl-3-methyl-1H-pyrazole-4-carboxamide